ClC=1C=C(C(=O)NC(C(CCl)=O)(C)CC)C=C(C1C)Cl 3,5-dichloro-N-(3-chloro-1-ethyl-1-methyl-2-oxopropyl)-4-methylbenzamide